S1C2=C(C=C1C1=NC(=C(C(=O)O)C=C1)OC)CCC2 6-(5,6-dihydro-4H-cyclopenta[b]thiophen-2-yl)-2-methoxynicotinic acid